3-(4,4-difluorotetrahydrofuran-3-yl)-1-methyl-1-[2-phenoxy-1-(4-pyridyl)ethyl]urea FC1(C(COC1)NC(N(C(COC1=CC=CC=C1)C1=CC=NC=C1)C)=O)F